tert-butyl (6-(pyridin-4-yloxy)spiro[3.3]heptan-2-yl)carbamate N1=CC=C(C=C1)OC1CC2(CC(C2)NC(OC(C)(C)C)=O)C1